C1=CC=CC=2CCC=3C(=CC=4N=CC=NC4C3)C12 5,6-dihydronaphtho[1,2-g]quinoxaline